C(C1=CC=CC=C1)NC(N(C1=NC=C(C=C1)C=1C=NN(C1)C)[C@@H]1CC[C@H](CC1)NC1=NC=C(C(=N1)NCC1=NC=NC=C1)C#N)=O 3-benzyl-1-(trans-4-((5-cyano-4-((pyrimidin-4-yl-methyl)amino)-pyrimidin-2-yl)-amino)cyclohexyl)-1-(5-(1-methyl-1H-pyrazol-4-yl)-pyridin-2-yl)urea